OC1=C(C=O)C(=CC(=C1)OCOC)OCOC 2-hydroxy-4,6-bis(methoxymethoxy)benzaldehyde